C(C)(C)(C)OC(=O)N1C[C@@H]2[C@H](C1)CC(=C2)OS(=O)(=O)C(F)(F)F (3aR,6aR)-5-(((trifluoromethyl)sulfonyl)oxy)-3,3a,4,6a-tetrahydrocyclopenta[c]pyrrole-2(1H)-carboxylic acid tert-butyl ester